1-Methyl-4-[(3,3,4-trimethyl-1,1-dioxido-2,3-dihydro-1-benzothiophen-5-yl)carbonyl]-1H-pyrazol-5-yl propan-1-sulfonate C(CC)S(=O)(=O)OC1=C(C=NN1C)C(=O)C=1C=CC2=C(C(CS2(=O)=O)(C)C)C1C